Cl.ClC(CCN)C=1C=C(C=C2CCOCC12)C=1C=C2C(=NC1)NC=C2C 3-chloro-3-(6-(3-methyl-1H-pyrrolo[2,3-b]pyridin-5-yl)isochroman-8-yl)propane-1-amine hydrochloride Salt